COC(=O)C1=C(SC=C1)NC1=NC(=NC=C1C)NC1=CC=C(C=C1)N1CCOCC1 2-[5-methyl-2-(4-morpholin-4-ylphenylamino)-pyrimidin-4-ylamino]-thiophene-3-carboxylic acid methyl ester